chloro(diisopropylamino)-2-cyanoethoxyphosphine ClP(OCCC#N)N(C(C)C)C(C)C